r-allyl-palladium chloride C(C=C)[Pd]Cl